C(C)(C)(C)C=1C=C(CN2CN(CN(C2)CC2=CC(=C(C(=C2)C(C)(C)C)O)C(C)(C)C)CC2=CC(=C(C(=C2)C(C)(C)C)O)C(C)(C)C)C=C(C1O)C(C)(C)C 1,3,5-tris(3,5-di-tert-butyl-4-hydroxyl-benzyl)-1,3,5-triazine